(2,3-dimethylphenyl)-3-(6-fluoropyridin-3-yl)-6-methoxy-1H-pyrazolo[4,3-b]pyridine-1-carboxylic acid tert-butyl ester C(C)(C)(C)OC(=O)N1N=C(C2=NC(=C(C=C21)OC)C2=C(C(=CC=C2)C)C)C=2C=NC(=CC2)F